COC(C1=C(C=C(C(=C1)F)C1=CC=CC=2CN(COC21)C(C2=C(C=C(C=C2Cl)N2CC(C2)(CO)O)Cl)=O)N2C1COCC2CC1)=O 4-[3-[2,6-Dichloro-4-[3-hydroxy-3-(hydroxymethyl)azetidin-1-yl]benzoyl]-2,4-dihydro-1,3-benzoxazin-8-yl]-5-fluoro-2-(3-oxa-8-azabicyclo[3.2.1]oct-8-yl)benzoic acid methyl ester